O[C@@H]1C[C@H](N(C1)C([C@H](C(C)C)N1N=NC(=C1)C1=CC=CC=C1)=O)C(=O)NC (2S,4r)-4-hydroxy-N-methyl-1-((S)-3-methyl-2-(4-phenyl-1H-1,2,3-triazol-1-yl)butanoyl)pyrrolidine-2-carboxamide